N-[(E)-(4-methoxy-2-vinyloxy-phenyl)methyleneamino]-4-methyl-benzenesulfonamide COC1=CC(=C(C=C1)\C=N\NS(=O)(=O)C1=CC=C(C=C1)C)OC=C